C(C)NC(=O)C1=C(OC2=C1C=C(C(=C2)C(=O)N2CCCCC2)OC)C2=C(C=CC=C2)OC N-ethyl-5-methoxy-2-(2-methoxyphenyl)-6-(piperidine-1-carbonyl)benzofuran-3-carboxamide